C1(=CC=CC=C1)N1C(=NC2=C1C=CC=C2)C2=CC=C(C=C2)N 4-(1-phenylbenzimidazol-2-yl)phenylamine